COC(C1=C(C=C(C=C1)NS(=O)(=O)CC)N1CCC2(CC2)CC1)=O.ClC(C=O)(C)C1=CC=C(C=C1)CC(C)C 2-chloro-(4-isobutylphenyl)propanal Methyl-4-(ethylsulfonylamino)-2-(6-azaspiro[2.5]oct-6-yl)benzoate